N,N-dibutylurea C(CCC)N(C(=O)N)CCCC